Tert-butyl 5-(difluoromethoxymethyl)-2,2-dioxo-oxathiazolidine-3-carboxylate FC(OCC1CN(S(O1)(=O)=O)C(=O)OC(C)(C)C)F